C1(=CC(=CC=C1)CO)C (m-tolyl)methanol